FC=1C=C(C=CC1F)C=1N=CNC1C=1C=C2C=CC=NC2=CC1 6-(4-(3,4-Difluorophenyl)-1H-imidazol-5-yl)quinoline